p-fluorophenyl-thianthrene sulfonium salt [SH3+].FC1=CC=C(C=C1)C1=CC=CC=2SC3=CC=CC=C3SC12